ClC1=CC=C(C=C1)C(C)(C#C)C=1N=C(SC1)NC(=O)NCC1(CNC1)O 1-(4-(2-(4-chlorophenyl)-but-3-yn-2-yl)thiazol-2-yl)-3-((3-hydroxyazetidin-3-yl)methyl)urea